C1(CCCC1)N1C(C(=CC2=C1N=C(N=C2)NC2=NC=C(C=C2)S(=O)(=O)C)CC)=O 8-Cyclopentyl-6-ethyl-2-(5-methanesulfonyl-pyridin-2-ylamino)-8H-pyrido[2,3-d]pyrimidin-7-one